C(C)[SiH](C1=CC=CC=C1)C(C)C ethyl-isopropylphenylsilane